The molecule is an organic thiophosphate that is O,O-diethyl hydrogen phosphorothioate in which the hydrogen of the hydroxy group is replaced by a 5-phenyl-1,2-oxazol-3-yl group. It has a role as an EC 3.1.1.7 (acetylcholinesterase) inhibitor and an agrochemical. It is an organic thiophosphate and an organothiophosphate insecticide. It derives from a 5-phenylisoxazol-3-ol. CCOP(=S)(OCC)OC1=NOC(=C1)C2=CC=CC=C2